C12CN(CC(CC1)N2)C2=NC(=NC1=C(C(=C(C=C21)Cl)C2=C(C(=CC(=N2)N(CC2=CC=C(C=C2)OC)CC2=CC=C(C=C2)OC)C)C(F)(F)F)F)OC[C@H]2N(CCC2)C 6-(4-(3,8-diazabicyclo[3.2.1]octan-3-yl)-6-chloro-8-fluoro-2-(((S)-1-methylpyrrolidin-2-yl)methoxy)quinazolin-7-yl)-N,N-bis(4-methoxybenzyl)-4-methyl-5-(trifluoromethyl)pyridin-2-amine